5-(4-methoxyphenyl)-1H-pyrazole-4-carbaldehyde COC1=CC=C(C=C1)C1=C(C=NN1)C=O